tert-butyl (6S,7R)-4-[3-[[4-chloro-6-(2,6-dimethylphenyl)pyrimidin-2-yl]sulfamoyl]benzoyl]-6-hydroxy-7-isobutyl-1,4-diazepane-1-carboxylate ClC1=NC(=NC(=C1)C1=C(C=CC=C1C)C)NS(=O)(=O)C=1C=C(C(=O)N2CCN([C@@H]([C@H](C2)O)CC(C)C)C(=O)OC(C)(C)C)C=CC1